N1C=CC2=CC(=CC=C12)N1CCN(CC1)CCC1OC(C2(C1)CCCCC2)=O 3-{2-[4-(1H-indol-5-yl)-piperazin-1-yl]-ethyl}-2-oxa-spiro[4.5]decan-1-one